methyl 2,3-dihydro-1H-indole-7-carboxylate N1CCC2=CC=CC(=C12)C(=O)OC